FC(C=1C=C2C(=CC1)NC(C21CCN(CC1)CCOC=1C=NC=2N(C(CCC2C1)=O)C1CC(C1)CO)=O)F 5-(difluoromethyl)-1'-[2-({8-[3-(hydroxy-methyl)cyclobutyl]-7-oxo-5,6,7,8-tetrahydro-1,8-naphthyridin-3-yl}oxy)ethyl]-1,2-dihydrospiro[indole-3,4'-piperidin]-2-one